1-allyl-piperidine nitrate [N+](=O)(O)[O-].C(C=C)N1CCCCC1